2-Amino-N-(3,4-dichloro-10-(1-(tetrahydro-2H-pyran-2-yl)-1H-pyrazol-4-yl)-6,7,8,9-tetrahydropyrido[1,2-a]indol-7-yl)ethanesulfonamide NCCS(=O)(=O)NC1CCC=2N(C3=C(C(=CC=C3C2C=2C=NN(C2)C2OCCCC2)Cl)Cl)C1